NC1=C2C(=NC(=C1)Cl)N(C=N2)[C@@H]2[C@@H]1[C@]([C@@H]3[C@H]2OC(O3)(C)C)(C1)C(=O)NC (3aR,3bS,4aS,5R,5aS)-5-(7-amino-5-chloro-3H-imidazo[4,5-b]pyridin-3-yl)-N,2,2-trimethyltetrahydrocyclopropa[3,4]cyclopenta[1,2-d][1,3]dioxole-3b(3aH)-carboxamide